C(CCCCCCCC)C(=O)CCCCCCCCCCCCCCCCCCCCCCCC n-tetracosyl nonyl ketone